C(CC)OC(=O)C1=NC2=C(C(=CC(=C2C(=C1)C(=O)OCCC)N\N=C(/C(=O)OCC)\C)OC)OC (Z)-5-(2-(1-ethoxy-1-oxoprop-2-ylidene)hydrazino)-7,8-dimethoxyquinoline-2,4-dicarboxylic acid dipropyl ester